tertbutyl 6-hydroxy-2-azaspiro[3.3]heptane-2-carboxylate OC1CC2(CN(C2)C(=O)OC(C)(C)C)C1